sodium phosphate monosodium [Na+].P(=O)([O-])([O-])O.[Na+]